(R)-3-(6-(3-ethyl-1H-pyrrolo[2,3-b]pyridin-5-yl)-2-(2-hydroxy-2-methylpropanoyl)-1,2,3,4-tetrahydroisoquinolin-8-yl)morpholine-4-carboxylic acid tert-butyl ester C(C)(C)(C)OC(=O)N1[C@@H](COCC1)C=1C=C(C=C2CCN(CC12)C(C(C)(C)O)=O)C=1C=C2C(=NC1)NC=C2CC